O1CC(C1)C(O)([2H])[2H] oxetane-3-ylmethane-d2-ol